(S)-(1-(4,5-dichloro-2-ethoxyphenethyl)pyrrolidin-3-yl)methanamine hydrochloride Cl.ClC1=CC(=C(CCN2C[C@@H](CC2)CN)C=C1Cl)OCC